Ethyl 2-(5-isopropyl-2-methyl-8-oxothiazolo[5',4':4,5]pyrrolo[1,2-d][1,2,4]triazin-7(8H)-yl)acetate C(C)(C)C1=NN(C(C=2N1C1=C(C2)SC(=N1)C)=O)CC(=O)OCC